5-Methoxy-2-morpholino-6-nitrobenzo[d]oxazole COC=1C(=CC2=C(N=C(O2)N2CCOCC2)C1)[N+](=O)[O-]